ClC=1C=C(C#N)C=C(C1)CCN1[C@H](C[C@@H](C1)COC1=CC=C(C=C1)S(=O)(=O)C)C trans-3-chloro-5-{2-[4-[(4-methanesulfonylphenoxy)methyl]-2-methylpyrrolidin-1-yl]ethyl}benzonitrile